ClC1=CC(NC=N1)=O 6-chloro-pyrimidin-4(3H)-one